1-ethyl-3-methylimidazole furanformate O1C(=CC=C1)C(=O)O.C(C)N1CN(C=C1)C